ClC1=CC(=C(C=C1)N(S(=O)(=O)C=1C=CC2=C(C(=C(O2)C(=O)[O-])C)C1)CC)CN(C(=O)C=1SC=CC1)CC=1OC=CC1 5-(N-(4-chloro-2-((N-(furan-2-ylmethyl)thiophene-2-carboxamido)methyl)phenyl)-N-ethylsulfamoyl)-3-Methylbenzofuran-2-carboxylate